Nonyl 8-[3-[2-[2-[2-(2-hydroxyethoxy)ethoxy]ethoxy]ethoxy]-2-(8-nonoxy-8-oxo-octoxy)propoxy]octanoate OCCOCCOCCOCCOCC(COCCCCCCCC(=O)OCCCCCCCCC)OCCCCCCCC(=O)OCCCCCCCCC